5-(4-((7-Ethyl-6-oxo-5,6-dihydro-1,5-naphthyridin-3-yl)methyl)piperazin-1-yl)-N-((3S,4R)-4-hydroxytetrahydrofuran-3-yl)pyridineamide C(C)C=1C(NC=2C=C(C=NC2C1)CN1CCN(CC1)C=1C=CC(=NC1)C(=O)N[C@H]1COC[C@@H]1O)=O